The molecule is a member of the class of thienotriazolodiazepines that is the methyl ester of [(6R)-4-(4-chlorophenyl)-2,3,9-trimethyl-6H-thieno[3,2-f][1,2,4]triazolo[4,3-a][1,4]diazepin-6-yl]acetic acid. It is a member of monochlorobenzenes, a thienotriazolodiazepine and a methyl ester. It is an enantiomer of a MS-417. CC1=C(SC2=C1C(=N[C@@H](C3=NN=C(N32)C)CC(=O)OC)C4=CC=C(C=C4)Cl)C